COC1=C(C(=O)OCC(CO)(C)C)C(=CC=C1)OC 3-hydroxy-2,2-dimethylpropyl 2,6-dimethoxybenzoate